C(C)(C)(C)OC(=O)N1C[C@@H](CCC1)CONC(=O)[C@H]1N2C(N([C@H](CC1)C2)OS(=O)(=O)O)=O.C(CCC)[N+](CCCC)(CCCC)CCCC tetrabutylammonium tert-butyl-(3R)-3-{[({[(2S,5R)-7-oxo-6-(sulfooxy)-1,6-diazabicyclo[3.2.1]oct-2-yl]carbonyl}amino)oxy]methyl}piperidine-1-carboxylate